tert-Butyl N-{1-[(2-azidoethyl)carbamoyl]-2-{[(2-azidoethyl) carbamoyl]methyl}-5,8,11-trioxa-2-azatridecan-13-yl}carbamate N(=[N+]=[N-])CCNC(=O)CN(CCOCCOCCOCCNC(OC(C)(C)C)=O)CC(NCCN=[N+]=[N-])=O